(3R)-3-(4-Chlorophenyl)-2-[(5-chloropyridin-2-yl)methyl]-6-(1-{1-[2-(dimethylamino)ethyl]-1H-pyrazol-4-yl}-1-hydroxyethyl)-4-fluoro-3-methoxy-2,3-dihydro-1H-isoindol-1-on ClC1=CC=C(C=C1)[C@@]1(N(C(C2=CC(=CC(=C12)F)C(C)(O)C=1C=NN(C1)CCN(C)C)=O)CC1=NC=C(C=C1)Cl)OC